1-(2-pyridylmethyl)-6-[3-(trifluoromethyl)phenyl]-3H-imidazo[4,5-b]pyridin-2-one N1=C(C=CC=C1)CN1C(NC2=NC=C(C=C21)C2=CC(=CC=C2)C(F)(F)F)=O